4-((2,2-dimethyltetrahydro-2H-pyran-4-yl)amino)-2-((3-methoxy-4-(1-methyl-1H-pyrazol-5-yl)phenyl)amino)-7H-pyrrolo[2,3-d]pyrimidine-5-carbonitrile CC1(OCCC(C1)NC=1C2=C(N=C(N1)NC1=CC(=C(C=C1)C1=CC=NN1C)OC)NC=C2C#N)C